ClC1=CC2=C(C=N1)C(=NN2C2=C(C=C(C=C2)NS(=O)(=O)C)OC)NC(CN(C(OC(C)(C)C)=O)C)=O tert-Butyl (2-((6-chloro-1-(2-methoxy-4-(methylsulfonamido)phenyl)-1H-pyrazolo[4,3-c]pyridin-3-yl)amino)-2-oxoethyl)(methyl)carbamate